1-(4-cyano-2-methylthiazole-5-yl)-2,5-dimethyl-1H-pyrrole-3-carboxylic acid C(#N)C=1N=C(SC1N1C(=C(C=C1C)C(=O)O)C)C